NC1=NC=C(C=C1C#N)C=1C=C2N(N1)CCC21CN(C1)CC=1NC=CN1 2-amino-5-{1-[(1H-imidazol-2-yl)methyl]-5',6'-dihydrospiro[azetidine-3,4'-pyrrolo[1,2-b]pyrazol]-2'-yl}pyridine-3-carbonitrile